ClC=1C=2N(C=CN1)C(=NC2)C2CN1C(C3(C(C1CC2)O)CC3)=O trans-6'-(8-chloroimidazo[1,5-a]pyrazin-3-yl)-1'-hydroxytetrahydro-1'H-spiro[cyclopropane-1,2'-indolizin]-3'(5'H)-one